NC1=NC(N(C=C1C#CCN(C(CCC(=O)OC)=O)O)[C@@H]1O[C@@H]([C@H](C1)O)CO)=O methyl 4-((3-(4-amino-1-((2R,4S,5R)-4-hydroxy-5-(hydroxymethyl)-tetrahydrofuran-2-yl)-2-oxo-1,2-dihydropyrimidin-5-yl) prop-2-yn-1-yl)(hydroxy)amino)-4-oxobutanoate